tert-butyl (1S,2S,5R)-2-(((7-chloro-1-(2,4-dimethoxybenzyl)-2,4-dioxo-1,2,3,4-tetrahydropyrido[4,3-d]pyrimidin-5-yl)oxy)methyl)-3,8-diazabicyclo[3.2.1]octane-8-carboxylate ClC1=CC=2N(C(NC(C2C(=N1)OC[C@@H]1[C@@H]2CC[C@H](CN1)N2C(=O)OC(C)(C)C)=O)=O)CC2=C(C=C(C=C2)OC)OC